BrC1=C(OC2=C1C=CC(=C2)OC)C2=CC(=C(C=C2)OC)OC 3-bromo-2-(3,4-dimethoxyphenyl)-6-methoxybenzofuran